N-((trans-4-(3-fluoro-1-methyl-1H-indazol-5-yl)cyclohexyl)methyl)-4-hydroxycyclohexanecarboxamide FC1=NN(C2=CC=C(C=C12)[C@@H]1CC[C@H](CC1)CNC(=O)C1CCC(CC1)O)C